N4-(2-aminoethyl)-N6-(1H-indol-3-yl)pyrimidine-4,6-diamine NCCNC1=NC=NC(=C1)NC1=CNC2=CC=CC=C12